CC1=NN(C(=C1)C)C(=O)N1CCOCC1 4-[(3,5-dimethyl-1h-pyrazol-1-yl)carbonyl]morpholine